ClC1(OC(OC1(F)Cl)(C(F)(F)F)F)F 4,5-dichloro-4,5-difluoro-2-fluoro-2-trifluoromethyl-1,3-dioxolane